N-((9Z,12Z)-octadeca-9,12-dien-1-yl)-N-(2-(piperazin-1-yl)ethyl)octadeca-9,12-dien-1-amine C(CCCCCCC\C=C/C\C=C/CCCCC)N(CCCCCCCCC=CCC=CCCCCC)CCN1CCNCC1